C=1N=CN2C1C1=CC=CC=C1[C@@H]2[C@H]2[C@H](C1=CC(=CC=C1CC2)SC)O (1R,2S)-2-((S)-5H-imidazo[5,1-a]isoindol-5-yl)-7-(methylsulfanyl)-1,2,3,4-tetrahydronaphthalen-1-ol